FC1=CC=CC=2C(=N[C@@H](C(NC21)=O)NC(=O)C=2C(=NN1C2O[C@@H](CC1)C)C=1C=NN(C1)C1CCOCC1)C1=CC=CC=C1 (5R)-N-[(3S)-9-fluoro-2-oxo-5-phenyl-1,3-dihydro-1,4-benzodiazepin-3-yl]-5-methyl-2-[1-(oxan-4-yl)pyrazol-4-yl]-6,7-dihydro-5H-pyrazolo[5,1-b][1,3]oxazine-3-carboxamide